C1(=CC=CC=C1)C(CC(=O)O)NC(=O)C=1SC=C(C1)C1=CC=C(C=C1)C1=CC=NC=C1 3-phenyl-3-({[4-(4-pyridin-4-ylphenyl)thien-2-yl]carbonyl}amino)propanoic acid